N1C=CC=2C1=NC=C(C2)C=2C=C(C=CC2)CC(=O)NC2=CC(=C(C=C2)Cl)C(F)(F)F 2-(3-(1H-pyrrolo[2,3-b]pyridin-5-yl)phenyl)-N-(4-chloro-3-(trifluoromethyl)phenyl)acetamide